ClC=1C=C(C=CC1OCC1=CC(=CC=C1)F)NC(=O)[C@@]1(CCC[C@@]2(C3=CC=C(C=C3CC[C@@H]12)C(C)C)C)C (1R,4aS,10aR)-N-(3-chloro-4-((3-fluorobenzyl)oxy)phenyl)-7-isopropyl-1,4a-dimethyl-1,2,3,4,4a,9,10,10a-octahydrophenanthrene-1-carboxamide